(R)-(2-(benzofuran-3-yl)-1-(2-(pyridin-3-yl)amino-2-oxoacetamido)ethyl)boronic acid O1C=C(C2=C1C=CC=C2)C[C@H](NC(C(=O)NC=2C=NC=CC2)=O)B(O)O